N1(CCCCC1)C1CCN(CC1)C(=O)OC methyl [1,4'-bipiperidin]-1'-carboxylate